O1-[[2,2-dimethyl-5-[[7-(1-methyloctoxy)-7-oxo-heptanoyl]oxymethyl]-1,3-dioxan-5-yl]methyl] O7-(1-methyloctyl) heptanedioate C(CCCCCC(=O)OC(CCCCCCC)C)(=O)OCC1(COC(OC1)(C)C)COC(CCCCCC(=O)OC(CCCCCCC)C)=O